FC1=C(C(=O)N([C@H]2CNCCC2)C2=NC=CC3=CC=CC(=C23)C)C=CC(=C1)NC1=NC=CC(=N1)N1[C@@H](CCCC1)C 2-fluoro-N-(8-methylisoquinolin-1-yl)-4-({4-[(2R)-2-methylpiperidin-1-yl]pyrimidin-2-yl}amino)-N-[(3R)-piperidin-3-yl]benzamide